2-(3,5-difluorophenyl)-N-(3-(2'-((2,3-dihydrobenzofuran-4-yl)amino)-7'-oxo-5'H-spiro[cyclopropane-1,8'-pyrido[4,3-d]pyrimidine]-6'(7'H)-yl)-4-methylphenyl)acetamide FC=1C=C(C=C(C1)F)CC(=O)NC1=CC(=C(C=C1)C)N1CC2=C(N=C(N=C2)NC2=CC=CC3=C2CCO3)C3(C1=O)CC3